(R)-1-(4-bromobenzyl)pyrrolidine-3-carboxylic acid methyl ester COC(=O)[C@H]1CN(CC1)CC1=CC=C(C=C1)Br